2,2,2-Trifluoro-1-(7-methoxy-3,4-dihydroisoquinolin-2(1H)-yl)ethan-1-one FC(C(=O)N1CC2=CC(=CC=C2CC1)OC)(F)F